tert-butyl-(R)-2-[[[6-bromo-3-[N'-[4-[1,1-dimethylethyl(dimethyl)silyl]oxy-2-ethyl-phenyl]carbamimidoyl]pyrrolo[1,2-b]pyridazin-4-yl]amino]methyl]pyrrolidine-1-carboxylate C(C)(C)(C)OC(=O)N1[C@H](CCC1)CNC=1C=2N(N=CC1C(N)=NC1=C(C=C(C=C1)O[Si](C)(C)C(C)(C)C)CC)C=C(C2)Br